3-stearamidopropyl 4-(4-((5-amino-7-(butylamino)-2H-pyrazolo[4,3-d]pyrimidin-2-yl)methyl)-3-methoxyphenyl)piperazine-1-carboxylate NC=1N=C(C=2C(N1)=CN(N2)CC2=C(C=C(C=C2)N2CCN(CC2)C(=O)OCCCNC(CCCCCCCCCCCCCCCCC)=O)OC)NCCCC